3-methyl-5-hexen-1-ol CC(CCO)CC=C